C1(CC1)C1=CC(=NN1)C(F)(F)F 5-cyclopropyl-3-(trifluoromethyl)-1H-pyrazol